(2S)-1-[(1-Methyl-3-{[(2-methylbiphenyl-3-yl)amino]carbonyl}-1H-pyrazol-5-yl)methyl]piperidin CN1N=C(C=C1CN1CCCCC1)C(=O)NC=1C(=C(C=CC1)C1=CC=CC=C1)C